C(=O)(O)CCN(C)CCC(=O)O bis(carboxyethyl)-R-methylamine